CC(C(=O)O)(C)S(=O)(=O)C 2-methyl-2-methylsulfonyl-propanoic acid